3-(3,5-dichloro-4-(2-fluoro-4-hydroxy-3-isopropylbenzyl)phenyl)-N,N-dimethylpropanamide ClC=1C=C(C=C(C1CC1=C(C(=C(C=C1)O)C(C)C)F)Cl)CCC(=O)N(C)C